COC1=CC=C(C=C1)C(C)(C)C=1N=C(SC1)NC(NCCS(=O)(=O)N)=O 2-(3-(4-(2-(4-methoxy-phenyl)propan-2-yl)-thiazol-2-yl)ureido)-ethanesulfonamide